C(C1=CC=CC=C1)OC1=NC(=CC=C1N1C(C2=CC=CC(=C2C1)N(S(=O)(=O)C1=C(C=C(C=C1)[N+](=O)[O-])[N+](=O)[O-])CCC(CNC(OCC1=CC=CC=C1)=O)C(F)(F)F)=O)OCC1=CC=CC=C1 benzyl N-[4-(N-{2-[2,6-bis(benzyloxy)pyridin-3-yl]-1-oxo-3H-isoindol-4-yl}2,4-dinitrobenzenesulfonamido)-2-(trifluoromethyl)butyl]carbamate